(4-(5-(4-(trifluoromethyl)phenyl)isoxazol-3-yl)phenyl)acetamide FC(C1=CC=C(C=C1)C1=CC(=NO1)C1=CC=C(C=C1)CC(=O)N)(F)F